[1-(4-Bromo-2-methoxy-phenyl)-cyclopropyl]-dimethyl-amine BrC1=CC(=C(C=C1)C1(CC1)N(C)C)OC